CN(C)CC1=C2CCN(C(C2=CC(=C1)CN1C(=NC=C1)NC)=O)[C@@H](C)C1=NC=C(C#N)C(=C1)OC (S)-6-(1-(5-((dimethylamino)methyl)-7-((2-(methylamino)-1H-imidazol-1-yl)methyl)-1-oxo-3,4-dihydroisoquinolin-2(1H)-yl)ethyl)-4-methoxynicotinonitrile